C(#N)N1C[C@H](CC1)CC(=O)NC=1SC(=NN1)C1=CC=CC=C1 (R)-2-(1-cyanopyrrolidin-3-yl)-N-(5-phenyl-1,3,4-thiadiazol-2-yl)acetamide